Methyl (E)-3-(4-((6-hydroxy-2-(2-(trifluoromethyl)benzoyl)benzo[b]thiophen-3-yl)oxy)phenyl)acrylate OC=1C=CC2=C(SC(=C2OC2=CC=C(C=C2)/C=C/C(=O)OC)C(C2=C(C=CC=C2)C(F)(F)F)=O)C1